(Z)-7-(4-(2-methoxybenzylidene)-2,5-dioxo-imidazolidin-1-yl)heptanoic acid COC1=C(\C=C\2/NC(N(C2=O)CCCCCCC(=O)O)=O)C=CC=C1